6-Chloro-1-[2-[(dimethylamino)methyl]-6-isopropyl-phenyl]-7-(2-fluorophenyl)-4-[(2S)-2-methyl-4-prop-2-enoyl-piperazin-1-yl]pyrido[2,3-d]pyrimidin-2-one ClC1=CC2=C(N(C(N=C2N2[C@H](CN(CC2)C(C=C)=O)C)=O)C2=C(C=CC=C2C(C)C)CN(C)C)N=C1C1=C(C=CC=C1)F